The molecule is a nucleoside analogue found in Bacillus megaterium in which an adenine moiety is attached to position 2 of a of an oxetane ring which is substituted at positions 3 and 4 by hydroxymethyl groups. It has a role as a bacterial metabolite, an antibacterial agent and an anti-HIV agent. It is a member of oxetanes, a nucleoside analogue, a primary alcohol and a diol. It derives from an adenine. C1=NC(=C2C(=N1)N(C=N2)[C@H]3[C@@H]([C@H](O3)CO)CO)N